6-(2-hydroxy-2-methylpropoxy)-4-(6-(6-(5-methylnicotinoyl)-3,6-diazabicyclo[3.1.1]heptan-3-yl)pyridin-3-yl)pyrazolo[1,5-a]pyridine-3-carbonitrile OC(COC=1C=C(C=2N(C1)N=CC2C#N)C=2C=NC(=CC2)N2CC1N(C(C2)C1)C(C1=CN=CC(=C1)C)=O)(C)C